COC(=CC1=CC=C(C=C1)N(C(OC(C)(C)C)=O)C)C=C tert-butyl (4-(2-methoxybuta-1,3-dien-1-yl)phenyl)(methyl)carbamate